1,4-diiodo-2,3-dimethoxy-benzene IC1=C(C(=C(C=C1)I)OC)OC